N1CN=CC2=C1C=NC=C2 dihydropyrido[3,4-d]pyrimidine